12-(3-iodophenyl)dodecyl-phosphorylcholine IC=1C=C(C=CC1)CCCCCCCCCCCCP(=O)=C(O)C[N+](C)(C)C